5-{3-fluoro-4-[4-({[5-(trifluoromethyl)pyridin-3-yl]methyl}carbamoyl)-1H-1,2,3-triazol-1-yl]butyl}-N-{[3-(trifluoromethoxy)phenyl]methyl}-1,3,4-thiadiazole-2-carboxamide FC(CCC1=NN=C(S1)C(=O)NCC1=CC(=CC=C1)OC(F)(F)F)CN1N=NC(=C1)C(NCC=1C=NC=C(C1)C(F)(F)F)=O